BrC1=CC=C2C(=N1)N(C(=C2)C2=NC1=C(N2C)C(=CC(=C1)C(=O)OC)OC)CCCCCCCCOC1=NC=CC=C1Br methyl 2-(6-bromo-1-(8-((3-bromopyridin-2-yl)oxy)octyl)-1H-pyrrolo[2,3-b]pyridin-2-yl)-7-methoxy-1-methyl-1H-benzo[d]imidazole-5-carboxylate